(5-(2-(3,4-dimethoxyphenyl)-3-isopropyl-1H-indol-5-yl)-1,3,4-oxadiazol-2-yl)(hexahydropyrrolo[3,4-c]pyrrol-2(1H)-yl)methanone COC=1C=C(C=CC1OC)C=1NC2=CC=C(C=C2C1C(C)C)C1=NN=C(O1)C(=O)N1CC2CNCC2C1